COCCOCC[C@H](C(=O)NCC1=CC=C(C=C1)OC)SC1=NC(NC=C1C)=O (2R)-4-(2-methoxyethoxy)-N-[(4-methoxyphenyl)methyl]-2-[(5-methyl-2-oxo-1H-pyrimidin-4-yl)sulfanyl]butanamide